2-[(2-chloro-6-fluoro-phenyl)methoxycarbonylamino]-4-[cyclopropyl-[4-(5,6,7,8-tetrahydro-1,8-naphthyridin-2-yl)butyl]amino]butanoic acid ClC1=C(C(=CC=C1)F)COC(=O)NC(C(=O)O)CCN(CCCCC1=NC=2NCCCC2C=C1)C1CC1